C(OCC(F)F)(OCC)=O (2,2-difluoroethyl) ethyl carbonate